methyl-iodomethyl-diacetyloxy-silane C[Si](OC(C)=O)(OC(C)=O)CI